(1R)-3-{p-[2-(1,4-Oxazepan-4-yl)ethoxy]phenyl}dispiro[cyclohexane-1,3'-[1,2,4]trioxolane-5',2''-tricyclo[3.3.1.13,7]decane] O1CCN(CCC1)CCOC1=CC=C(C=C1)C1C[C@]2(OOC3(C4CC5CC(CC3C5)C4)O2)CCC1